(2S,3R)-5,7-bis(benzyloxy)-2-(3,4,5-tris(benzyloxy)phenyl)chroman-3-yl 5,6-bis(benzyloxy)picolinate C(C1=CC=CC=C1)OC=1C=CC(=NC1OCC1=CC=CC=C1)C(=O)O[C@H]1[C@@H](OC2=CC(=CC(=C2C1)OCC1=CC=CC=C1)OCC1=CC=CC=C1)C1=CC(=C(C(=C1)OCC1=CC=CC=C1)OCC1=CC=CC=C1)OCC1=CC=CC=C1